C(C)(C)(C)C1=CC2=C(C=C1)C1=CC=C(C=C1C21C=2C=C(C=CC2C2=C1OC=C2)NC2=CC=CC=C2)C(C)(C)C 2,7-di-tert-butyl-N-phenylspiro[fluorene-9,8'-indeno[2,1-b]furan]-6'-amine